CC1=CC=C(C(=C1O)OC)OC 6-methyl-2,3-dimethoxyphenol